[C@H]12CN(C[C@H](CC1)N2)C2=NC(=NC1=C(C(=CC=C21)C2=CC(=CC1=CC=CC=C21)O)F)OC[C@H]2N(C[C@H](C2)F)C 4-(4-((1R,5S)-3,8-diazabicyclo[3.2.1]octan-3-yl)-8-fluoro-2-(((2S,4S)-4-fluoro-1-methylpyrrolidin-2-yl)methoxy)quinazolin-7-yl)naphthalen-2-ol